2,5-dimethylnaphthalene CC1=CC2=CC=CC(=C2C=C1)C